5-(BENZYLOXY)-2-CHLOROPHENYLBORONIC ACID C(C1=CC=CC=C1)OC=1C=CC(=C(C1)B(O)O)Cl